NC=1C=NC=CC1C(F)(F)F 3-amino-4-(trifluoromethyl)pyridine